COC1=C(C(=CC=C1)OC)P(NC(=O)C=1OC=CC1)C1=C(C=CC=C1OC)OC N-(bis(2,6-dimethoxyphenyl)phosphino)furan-2-carboxamide